2-(4-methyl-1,4-diazepan-1-yl)benzonitrile CN1CCN(CCC1)C1=C(C#N)C=CC=C1